1-(2-Hydroxy-5-nitrophenyl)ethan OC1=C(C=C(C=C1)[N+](=O)[O-])CC